BrC=1C=C2C=CN=CC2=CC1 6-bromoisoquinolin